(R)-N-(4-cyclobutyl-1-methyl-5-(4-(methylsulfonyl)phenyl)-1H-pyrazol-3-yl)-2-(2,2,3,3-tetrafluorocyclobutyl)acetamide C1(CCC1)C=1C(=NN(C1C1=CC=C(C=C1)S(=O)(=O)C)C)NC(C[C@H]1C(C(C1)(F)F)(F)F)=O